N-[4-(4-bromophenyl)thiazol-2-yl]-2-chloro-N-(3,5-dichlorophenyl)acetamide BrC1=CC=C(C=C1)C=1N=C(SC1)N(C(CCl)=O)C1=CC(=CC(=C1)Cl)Cl